C(C)(C)(C)OC(=O)N1[C@@H](C[C@H](C1)F)C(NC1=NC(=CN=C1)Cl)=O (2s,4r)-2-((6-chloropyrazin-2-yl)carbamoyl)-4-fluoropyrrolidine-1-carboxylic acid tert-butyl ester